tert-butyl 7-((1-(2-(2-fluoropropan-2-yl)pyridin-4-yl)-2-isopropyl-3-oxo-2,3-dihydro-1H-pyrazolo[3,4-d]pyrimidin-6-yl)amino)-3,4-dihydroquinoline-1(2H)-carboxylate FC(C)(C)C1=NC=CC(=C1)N1N(C(C=2C1=NC(=NC2)NC2=CC=C1CCCN(C1=C2)C(=O)OC(C)(C)C)=O)C(C)C